BrC1=CC=CC=2C=3N(C(=NC12)N[C@H]1C(NCCCC1)=O)N=C(N3)C=3C=NNC3 (3R)-3-{[7-bromo-2-(1H-pyrazol-4-yl)[1,2,4]triazolo[1,5-c]quinazolin-5-yl]amino}azepan-2-one